N5-[3-chloro-2-(4,4-dimethyl-1-piperidyl)phenyl]-N2,N2-dimethyl-thiophene-2,5-disulfonamide ClC=1C(=C(C=CC1)NS(=O)(=O)C1=CC=C(S1)S(=O)(=O)N(C)C)N1CCC(CC1)(C)C